1-oxoisoindoline-2-carboxylate O=C1N(CC2=CC=CC=C12)C(=O)[O-]